6-chloro-7-(5,6-dihydro-2H-pyran-3-yl)-4-((2S)-2-methyl-4-(2-propenoyl)-1-piperazinyl)-1-(2-(2-propanyl)phenyl)pyrido[2,3-d]pyrimidin-2(1H)-one ClC1=CC2=C(N(C(N=C2N2[C@H](CN(CC2)C(C=C)=O)C)=O)C2=C(C=CC=C2)C(C)C)N=C1C=1COCCC1